6-isopropyl-5-(8-methoxy-[1,2,4]triazolo[1,5-a]pyridin-6-yl)-4-(2,2,2-trifluoroethyl)-2-(1-(2,2,2-trifluoroethyl)piperidin-4-yl)-4H-pyrrolo[3,2-d]thiazole C(C)(C)C1=C(N(C2=C1N=C(S2)C2CCN(CC2)CC(F)(F)F)CC(F)(F)F)C=2C=C(C=1N(C2)N=CN1)OC